P.ClCOCCl Chloromethyl ether phosphine salt